(3S,4S)-4-acetamido-3-methyl-1-oxo-2-oxa-8-azaspiro[4.5]decane-8-carboxylic acid tert-butyl ester C(C)(C)(C)OC(=O)N1CCC2([C@@H]([C@@H](OC2=O)C)NC(C)=O)CC1